C(C)C1(N(CC(C1)C1=CC=CC=C1)S(=O)(=O)C1=CC=C(C=C1)Cl)CC 2,2-diethyl-4-phenyl-1-p-chlorobenzenesulfonylpyrrolidine